2-[2-(carboxymethyl-amino)ethylamino]acetic acid C(=O)(O)CNCCNCC(=O)O